2-(2-(4,4-dimethylcyclohex-1-en-1-yl)ethyl)-5,5-dimethyl-1,3-dioxane CC1(CC=C(CC1)CCC1OCC(CO1)(C)C)C